CC1CNCC(O1)C 2,6-Dimethylmorpholine